CN(C=C(CCCCCCCCC\C=C/C\C=C/CCCCC)CCCCCCCCC)C (12Z,15Z)-N,N-dimethyl-2-nonylheneicosene-12,15-dien-1-amine